N-(5-(1,7-naphthyridin-3-yl)thiazol-2-yl)-1-methylpiperidine-4-carboxamide N1=CC(=CC2=CC=NC=C12)C1=CN=C(S1)NC(=O)C1CCN(CC1)C